2,2-dimethyl-2-phenylethyl propanoate C(CC)(=O)OCC(C1=CC=CC=C1)(C)C